2-(7-methoxynaphthyl)tetrahydrothiophenium COC1=CC=C2C=CC=C(C2=C1)C1[SH+]CCC1